NCCNCCN Diethylen-triamin